FC1=C(C=CC=C1)NC=1N=CC2=C(N1)N1C(C(=C2)C=2C=C(C=CC2C)NC(=O)C2=NC=CC(=C2)C(F)(F)F)=NCC1 N-(3-(2-((2-fluorophenyl)amino)-8,9-dihydroimidazo[1',2':1,6]pyrido[2,3-d]pyrimidin-6-yl)-4-methylphenyl)-4-(trifluoromethyl)pyridineamide